O[C@](C(=O)OC)(CS(=O)(=O)C)C methyl (R)-2-hydroxy-2-methyl-3-(methylsulfonyl)propanoate